S-(2-iodoethyl) butanethioate C(CCC)(SCCI)=O